C1(=CC=CC=C1)OC(=O)N1CCOCC1.N1(CCOCC1)C(=O)N (morpholine-4-carboxamide) phenylmorpholine-4-carboxylate